5-[2-(Benzo[1,3]dioxol-5-ylamino)-pyrimidin-4-yl]-2-methyl-2H-pyrazole-3-carboxylic acid O1COC2=C1C=CC(=C2)NC2=NC=CC(=N2)C=2C=C(N(N2)C)C(=O)O